O[C@H]1[C@@H]([C@@H]2[C@@H](O[C@H](CCC2)CCCC(=O)O)C1)\C=C\[C@H](COC1=CC=CC=C1)O 4-{(2R,5aR,6R,7R,8aS)-7-hydroxy-6-[(1E,3R)-3-hydroxy-4-phenoxy-1-buten-1-yl]octahydro-2H-cyclopenta[b]oxepin-2-yl}butanoic acid